O=C1NC(CCC1N1C(C2=CC=CC(=C2C1=O)NCCOCCOC=1C=C(CNC(=O)C=2SC(=C(N2)C=2C=C3CCN(C3=CC2)C(=O)C2=CN=CN2C)C)C=CC1)=O)=O N-(3-(2-(2-(2-(2,6-dioxopiperidin-3-yl)-1,3-dioxoisoindolin-4-ylamino)ethoxy)ethoxy)benzyl)-5-methyl-4-(1-(1-methyl-1H-imidazole-5-carbonyl)indolin-5-yl)thiazole-2-carboxamide